ClC1=C(C(=CC=C1Cl)OC)[C@H]1C[C@H](N(C1)C(=O)OC(C)(C)C)C=C tert-butyl (2S,4R)-4-(2,3-dichloro-6-methoxyphenyl)-2-vinylpyrrolidine-1-carboxylate